N1-Hexyl-3-Nitrobenzene-1,2-Diamine C(CCCCC)NC=1C(=C(C=CC1)[N+](=O)[O-])N